FC(C1=C2OC=3C=CC=C(C[C@@H]4N(C(NCC(C=C1)=N2)=O)CC[C@@H]4NS(=O)(=O)C)C3)F N-[(15aS,16S)-7-(difluoromethyl)-1-oxo-2,3,15a,16,17,18-hexahydro-1H,15H-4,8-(azeno)-14,10-(metheno)pyrrolo[1,2-j][1,8,10]oxadiazacycloheptadecin-16-yl]methanesulfonamide